(3-fluoro-2-methyl-phenyl)methanamine FC=1C(=C(C=CC1)CN)C